(2R)-4-(2-Chloro-6-((1-(methoxycarbonyl)-1,2,3,4-tetrahydronaphthalen-1-yl)methyl)-5-nitropyrimidine-4-yl)-2-(fluoromethyl)piperazine-1-carboxylate ClC1=NC(=C(C(=N1)N1C[C@@H](N(CC1)C(=O)[O-])CF)[N+](=O)[O-])CC1(CCCC2=CC=CC=C12)C(=O)OC